The molecule is an octadecenoate that is the conjugate base of (13Z)-octadecenoic acid, obtained by deprotonation of the carboxy group; major species at pH 7.3. It is a conjugate base of a (13Z)-octadecenoic acid. CCCC/C=C\\CCCCCCCCCCCC(=O)[O-]